C1(=CC=CC=C1)SCCSCCC1=NC=CC=C1 2-[2-(2-Phenylsulfanylethylthio)ethyl]pyridine